tert-Butyl N-(4-benzyloxy-2-bromo-6-fluoro-3-methyl-phenyl)-N-tert-butoxycarbonyl-carbamate C(C1=CC=CC=C1)OC1=C(C(=C(C(=C1)F)N(C(OC(C)(C)C)=O)C(=O)OC(C)(C)C)Br)C